C(CC)(=O)NC1=NC(N([C@H]2[C@H](O)[C@H](O)[C@@H](CO)O2)C=C1)=O N4-propionyl-cytidine